8-[(1R)-1-[(6-chloro-3-pyridinyl)amino]ethyl]-2-(1H-indazol-6-yl)-3,6-dimethyl-benzopyran-4-one ClC1=CC=C(C=N1)N[C@H](C)C1=CC(=CC=2C(C(=C(OC21)C2=CC=C1C=NNC1=C2)C)=O)C